1,3-difluoro-5-methoxy-2-(methylsulfonyl)benzene FC1=C(C(=CC(=C1)OC)F)S(=O)(=O)C